((2S,4S)-1-acryloyl-4-(7-(3-chloro-2-methylphenyl)-4-(3-(dimethylamino)azetidin-1-yl)-8-methyl-1H-[1,2,3]triazolo[4,5-c]quinolin-1-yl)piperidin-2-yl)acetonitrile C(C=C)(=O)N1[C@@H](C[C@H](CC1)N1N=NC=2C(=NC=3C=C(C(=CC3C21)C)C2=C(C(=CC=C2)Cl)C)N2CC(C2)N(C)C)CC#N